4-amino-7-(bromomethyl)-3-hydroxyquinolin-2(1H)-one NC1=C(C(NC2=CC(=CC=C12)CBr)=O)O